[Si](C1=CC=CC=C1)(C1=CC=CC=C1)(C(C)(C)C)OCCS(=O)(=O)CC(CCCC(C(=O)OC(C)(C)C)(C)C1=CC(=CC=C1)CCC(C(=O)OC)C)(C)C Tert-Butyl 7-((2-((tert-butyldiphenylsilyl)oxy)ethyl)sulfonyl)-2-(3-(4-methoxy-3-methyl-4-oxobutyl)phenyl)-2,6,6-trimethylheptanoate